6,7-dimethoxy-4-(1-methylpiperidin-4-ylamino)quinazoline COC=1C=C2C(=NC=NC2=CC1OC)NC1CCN(CC1)C